IC1=C(C=C(C=C1)CO)[N+](=O)[O-] (4-iodo-3-nitro-phenyl)-methanol